C(C1=CC=CC=C1)OC(=O)N1C(CC(C1)O)NC(=O)OC(C)(C)C ((tert-Butoxycarbonyl)amino)-4-hydroxypyrrolidine-1-carboxylic acid benzyl ester